3-(4-(tert-butyl)phenyl)-1-((2-((3,3-difluorocyclobutyl)amino)pyridin-4-yl)methyl)-5,5-dimethylimidazolidine-2,4-dione C(C)(C)(C)C1=CC=C(C=C1)N1C(N(C(C1=O)(C)C)CC1=CC(=NC=C1)NC1CC(C1)(F)F)=O